C(C)(=O)C1=C(N(C2=C(C=CC(=C2C1=O)Cl)Br)C(C1=CC=C(C=C1)Br)=O)SCC1=CC=CC=C1 3-acetyl-2-(benzylthio)-8-bromo-1-(4-bromobenzoyl)-5-chloroquinolin-4(1H)-one